NC=1C2=C(N=CN1)N(C(=C2C=2C=NC1=CC=CC=C1C2)C#C)C21CCC(CC2)(C1)NC(=O)[C@@H]1CN(CCO1)C(=O)OC(C)(C)C tert-butyl (S)-2-((4-(4-amino-6-ethynyl-5-(quinolin-3-yl)-7H-pyrrolo[2,3-d]pyrimidin-7-yl)bicyclo[2.2.1]heptan-1-yl)-carbamoyl)morpholine-4-carboxylate